N-((2R,3S)-1-(1-(difluoromethyl)-6-oxo-1,6-dihydropyridin-3-yl)-2-((((CIS)-4-phenylcyclohexyl)oxy)methyl)pyrrolidin-3-yl)methanesulfonamide FC(N1C=C(C=CC1=O)N1[C@H]([C@H](CC1)NS(=O)(=O)C)CO[C@@H]1CC[C@@H](CC1)C1=CC=CC=C1)F